F\C(\C(=O)O)=C/C1=NC(=NC=C1)C (Z)-2-fluoro-3-(2-methylpyrimidin-4-yl)acrylic acid